tert-butyl-(3S)-3-methyl-6-[2-(1,2,2-trimethyl-4-piperidyl)indazol-5-yl]-3,4-dihydro-2H-pyridine-1-carboxylate C(C)(C)(C)OC(=O)N1C[C@H](CC=C1C1=CC2=CN(N=C2C=C1)C1CC(N(CC1)C)(C)C)C